1-Cyclohexyl-6-(phenylsulfonyl)-3,6-dihydroimidazo[4,5-d]pyrrolo[2,3-b]pyridin-2(1H)-one C1(CCCCC1)N1C(NC=2C1=C1C(=NC2)N(C=C1)S(=O)(=O)C1=CC=CC=C1)=O